COC1(NCC2=C(C(=C(C(=C12)Cl)Cl)Cl)Cl)OC 3,3-dimethoxy-4,5,6,7-tetrachloroisoindoline